N-{(3S,4S)-3-methyl-1-[(1s,4R)-4-fluorocyclohexyl]-4-piperidyl}-6-{3-[4-(N-methylcarbamoyl)-2-anisidino]-1-propynyl}-1-(2,2,2-trifluoroethyl)-1H-1,3-benzimidazole-4-carboxamide C[C@H]1CN(CC[C@@H]1NC(=O)C1=CC(=CC=2N(C=NC21)CC(F)(F)F)C#CCNC=2C(OC)=CC=C(C2)C(NC)=O)C2CCC(CC2)F